3,4-diethoxybenzyl alcohol C(C)OC=1C=C(CO)C=CC1OCC